di-t-Butyl-azodicarboxylate C(C)(C)(C)OC(=O)N=NC(=O)OC(C)(C)C